ClC=1C=NC(=NC1)[C@H]([C@H](C)S(=O)(=O)NC1=NN=C(N1C1CCOCC1)[C@@H]1C(C1)(C)C)OC (1R,2S)-1-(5-chloropyrimidin-2-yl)-N-(5-((S)-2,2-dimethylcyclopropyl)-4-(tetrahydro-2H-pyran-4-yl)-4H-1,2,4-triazol-3-yl)-1-methoxypropane-2-sulfonamide